BrCC=1C(=NOC1C1CC1)C1=C(C=CC=C1)OC(F)(F)F 4-(bromomethyl)-5-cyclopropyl-3-(2-trifluoromethoxyphenyl)isoxazole